CC=1SC2=C(N1)C=C(C=C2)C(=O)O 2-methylbenzo[d]thiazole-5-carboxylic acid